SCCC(C(CCS)O)O bis(2-mercaptoethyl)ethylene glycol